2-({(1S)-1-[4-(Hydroxymethyl)phenyl]ethyl}amino)-8-(2-methylpropyl)pyrido[2,3-d]pyrimidin-7(8H)-on OCC1=CC=C(C=C1)[C@H](C)NC=1N=CC2=C(N1)N(C(C=C2)=O)CC(C)C